5-Amino-1-isopropyl-3-(4-(2-oxo-2-((5-phenylisoxazol-3-yl)amino)ethyl)phenyl)-1H-pyrazole-4-carboxamide NC1=C(C(=NN1C(C)C)C1=CC=C(C=C1)CC(NC1=NOC(=C1)C1=CC=CC=C1)=O)C(=O)N